FC1=CC=C(C=C1)N1N=CC=2C1=CN=C(C2)C=O 1-(4-fluorophenyl)-1H-pyrazolo[3,4-c]pyridine-5-carbaldehyde